methyl 7-bromoimidazo[1,5-a]pyridine-1-carboxylate BrC1=CC=2N(C=C1)C=NC2C(=O)OC